allyl-2,3,4,5-tetramethylpyrazole C(C=C)N1N(C(C(=C1C)C)C)C